FC(C(F)(F)F)(F)C1CC1 pentafluoroethyl-cyclopropane